FC1=C(C=C(C(=C1)[N+](=O)[O-])OC)N1CCC(CC1)CN1CCC2(CC(C2)NC(OCC2=CC=CC=C2)=O)CC1 benzyl (7-((1-(2-fluoro-5-methoxy-4-nitrophenyl)piperidin-4-yl)methyl)-7-azaspiro[3.5]nonan-2-yl)carbamate